N-[2-({[amino(imino)methyl]amino}oxy)ethyl]-2-{6-chloro-3-[(2,2-difluoro-2-phenylethyl)amino]-2-fluorophenyl}acetamide NC(=N)NOCCNC(CC1=C(C(=CC=C1Cl)NCC(C1=CC=CC=C1)(F)F)F)=O